6-(4-amino-4-methylpiperidin-1-yl)-3-((2-fluoro-3,5-dimethoxyphenyl)ethynyl)-5-methyl-1,5-dihydro-4H-pyrazolo[3,4-d]pyrimidin-4-one NC1(CCN(CC1)C=1N(C(C2=C(N1)NN=C2C#CC2=C(C(=CC(=C2)OC)OC)F)=O)C)C